OCC12CC(C1)C2 3-(hydroxymethyl)bicyclo[1.1.1]pentan